FC1=C(C=CC(=C1)C1=NN(C=N1)C1=CC=C(C=C1)OC(F)(F)F)NC(=O)\N=C\1/SCC(N1C1=C(C=CC(=C1)OC)OCC(F)(F)F)=O (Z)-1-(2-fluoro-4-(1-(4-(trifluoromethoxy)phenyl)-1H-1,2,4-triazol-3-yl)phenyl)-3-(3-(5-methoxy-2-(2,2,2-trifluoroethoxy)phenyl)-4-oxothiazolidin-2-ylidene)urea